COC(CC1CCN(CC1)S(=O)(=O)C=1C=NC(=CC1)OCC(=CF)CN)=O {1-[6-(2-aminomethyl-3-fluoro-allyloxy)-pyridine-3-sulfonyl]-piperidin-4-yl}-acetic acid methyl ester